1-(3-(4-(4-fluoro-2-(trifluoromethyl)-phenyl)piperidine-1-carbonyl)-1,4,5,7-tetrahydro-6H-pyrazolo[3,4-c]pyridin-6-yl)ethan-1-one FC1=CC(=C(C=C1)C1CCN(CC1)C(=O)C1=NNC=2CN(CCC21)C(C)=O)C(F)(F)F